ClC1=C2C=CC(=CC2=CC=C1)C(=O)N[C@@H]1CCO[C@]12O[C@@H]([C@@H]([C@@H]([C@H]2O)N2N=NC(=C2)C2=CC(=C(C(=C2)F)F)F)O)CO 5-chloro-N-((4R,5S,7R,8R,9S,10R)-8,10-dihydroxy-7-(hydroxymethyl)-9-(4-(3,4,5-trifluorophenyl)-1H-1,2,3-triazol-1-yl)-1,6-dioxaspiro[4.5]decan-4-yl)-2-naphthamide